2-(3-chloro-4-methoxyphenyl)-2,2-difluoro-N-hydroxyacetimidamide ClC=1C=C(C=CC1OC)C(C(NO)=N)(F)F